tetradecyl-N,N-dimethylglycine C(CCCCCCCCCCCCC)C(N(C)C)C(=O)O